4-(7-((2-Methyl-6-(trifluoromethyl)pyridin-3-yl)sulfonyl)-7-azaspiro[3.5]nonan-2-yl)morpholine CC1=NC(=CC=C1S(=O)(=O)N1CCC2(CC(C2)N2CCOCC2)CC1)C(F)(F)F